5,5-dimethyl-2-(pyridin-4-yl)-5H-indeno[1,2-d]Pyrimidine CC1(C2=CC=CC=C2C=2N=C(N=CC21)C2=CC=NC=C2)C